ClC1=C(C(=CC=C1Cl)OCC=C)C(C1=CC(=NC=C1)NC([O-])=O)O (4-[[2,3-dichloro-6-(prop-2-en-1-yloxy)phenyl](hydroxy)methyl]pyridin-2-yl)carbamate